SC(C(=O)O)CC(=O)O Mercaptosuccinic acid